1-chloromethyl-(trimethoxysilane) ClC[Si](OC)(OC)OC